COC=1C(=O)C=CC(C1)=O 2-methoxybenzo-1,4-quinone